methyl-4-(1-methylethyl)benzene CC1=CC=C(C=C1)C(C)C